butyroPhenone C(CCC)(=O)C1=CC=CC=C1